2-methyl-6-(1-methylhydrazino)pyridine aluminum tris(ethyl-3-oxo-butyrate) C(C)C(C(=O)[O-])C(C)=O.C(C)C(C(=O)[O-])C(C)=O.C(C)C(C(=O)[O-])C(C)=O.[Al+3].CC1=NC(=CC=C1)N(N)C